tri(ethylcyclopentadienyl)phosphine C(C)C1(C=CC=C1)P(C1(C=CC=C1)CC)C1(C=CC=C1)CC